tert-butyl (cis)-4-[6-[6-(methoxymethoxy)-2-methylindazol-5-yl]-1,5-naphthyridin-2-yl]-2,6-dimethyl-3,6-dihydro-2H-pyridine-1-carboxylate COCOC=1C(=CC2=CN(N=C2C1)C)C=1N=C2C=CC(=NC2=CC1)C=1C[C@@H](N([C@@H](C1)C)C(=O)OC(C)(C)C)C